FC1=C(C=C(C=C1)OC=1C(=C2C=CNC2=CC1F)S(=O)(=O)C)C=1NC(=CN1)C1(COCC1)C=1C=C(C=CC1)CCC(=O)O 3-(3-(3-(2-(2-Fluoro-5-((6-fluoro-4-(methylsulfonyl)-1H-indol-5-yl)oxy)phenyl)-1H-imidazol-5-yl)tetrahydrofuran-3-yl)phenyl)propanoic acid